F[C@H]1CN(CC1)CC=1C=C(C=CC1)C1=CC=C(C=C1)C=1C=C(C2=C(NC(=N2)C)C1)C(=O)O (R)-6-(3'-((3-fluoropyrrolidin-1-yl)methyl)-[1,1'-biphenyl]-4-yl)-2-methyl-1H-benzo[d]imidazole-4-carboxylic acid